BrC=1C=NN2C1N=C1C(=C2N[C@@H]2C[C@H](CC2)NCCOC)CCC12CCCC2 (1S,3S)-N1-(3-bromo-6,7-dihydrospiro[cyclopenta[d]pyrazolo[1,5-a]pyrimidine-5,1'-cyclopentane]-8-yl)-N3-(2-methoxyethyl)cyclopentane-1,3-diamine